((S)-4-(4-fluorobenzo[d]thiazol-2-yl)-6,7-dihydro-1H-imidazo[4,5-c]pyridin-5(4H)-yl)(2-((R)-1-hydroxyethyl)-4-methyloxazol-5-yl)methanone FC1=CC=CC2=C1N=C(S2)[C@H]2N(CCC1=C2N=CN1)C(=O)C1=C(N=C(O1)[C@@H](C)O)C